C(C1=CC=CC=C1)O[C@]12[C@H](O[C@@H]3OC(O[C@@H]31)(C)C)[C@@H](C(C2)(F)F)CC2=CC=C3C=C(C(=NC3=C2)N)F 7-(((3ar,4ar,5s,7ar,7br)-7a-(benzyloxy)-6,6-difluoro-2,2-dimethylhexahydro-3aH-cyclopenta[4,5]furo[2,3-d][1,3]dioxol-5-yl)methyl)-3-fluoroquinolin-2-amine